ethyl 8-methyl-2-{[(2R)-4-methylmorpholin-2-yl] methyl}-4,5-dihydro-2H-furo[2,3-g]indazole-7-carboxylate CC1=C(OC=2CCC3=CN(N=C3C21)C[C@H]2CN(CCO2)C)C(=O)OCC